methyl 3-(6-(benzo[d]thiazol-2-ylamino)-5-(trifluoromethyl) pyridazin-3-yl)-7-chloroimidazo[1,2-a]pyridine-8-carboxylate S1C(=NC2=C1C=CC=C2)NC2=C(C=C(N=N2)C2=CN=C1N2C=CC(=C1C(=O)OC)Cl)C(F)(F)F